4-FLUORO-2-PROPOXYPHENYLBORONIC ACID FC1=CC(=C(C=C1)B(O)O)OCCC